(1-(3-chloropyridin-2-yl)cyclopentyl)methylamine ClC=1C(=NC=CC1)C1(CCCC1)CN